(R)-3-(1,4-dimethyl-1H-benzo[d][1,2,3]triazol-5-yl)-3-(3-(((S)-7-hydroxy-2-(trifluoromethyl)-2,3-dihydropyrido[2,3-f][1,4]oxazepin-4(5H)-yl)methyl)-4-methylphenyl)propanoic acid CN1N=NC2=C1C=CC(=C2C)[C@H](CC(=O)O)C2=CC(=C(C=C2)C)CN2C[C@H](OC1=C(C2)N=C(C=C1)O)C(F)(F)F